(3R,4S)-4-((5,7-dichloro-8-fluoro-2-(methylthio)pyrido[4,3-d]pyrimidin-4-yl)amino)tetrahydro-2H-pyran-3-ol ClC1=NC(=C(C=2N=C(N=C(C21)N[C@@H]2[C@H](COCC2)O)SC)F)Cl